4-{2-[3-methoxy-4-(1H-pyrazol-4-yl)phenyl-1-oxo-2,8-diazaspiro[4.5]decane-8-carbonyl]phenyl}piperazine-1-carboxylate COC=1C=C(C=CC1C=1C=NNC1)N1C(C2(CC1)CCN(CC2)C(=O)C2=C(C=CC=C2)N2CCN(CC2)C(=O)[O-])=O